6-(2,2-difluoro-2-(phenylsulfanyl)ethyl)-4,6,7-trimethylpyrano[2,3,4-ij]isoquinoline-2,5(4H,6H)-dione FC(CC1(C(N(C=2C3=C(C=CC(=C13)C)OC(C2)=O)C)=O)C)(SC2=CC=CC=C2)F